2-((4-chlorobenzyl)thio)-5-phenyl-1,3,4-oxadiazole ClC1=CC=C(CSC=2OC(=NN2)C2=CC=CC=C2)C=C1